trimethyl-(prop-1-yn-1-yl-d3)silane C[Si](C#CC([2H])([2H])[2H])(C)C